O1C(NC(C2=C1C=CC=C2)=O)=O 2H-1,3-benzoxazine-2,4(3H)-dione